(R)-2-(2,5-difluoro-4-(6-((4-methoxy-6-(1-methyl-1H-pyrazol-4-yl)pyridin-3-yl)methoxy)pyridin-2-yl)benzyl)-1-(2-methoxypropyl)-1H-benzo[d]imidazole-6-carboxylic acid FC1=C(CC2=NC3=C(N2C[C@@H](C)OC)C=C(C=C3)C(=O)O)C=C(C(=C1)C1=NC(=CC=C1)OCC=1C=NC(=CC1OC)C=1C=NN(C1)C)F